FC1(CCC(CC1)[C@@H](C(=O)NC1=CC=C(C=C1)C=1C(=NNC1C)C)NC(=O)C1=CC=NN1CC#C)F (S)-N-(1-(4,4-difluorocyclohexyl)-2-((4-(3,5-dimethyl-1H-pyrazol-4-yl)phenyl)amino)-2-oxoethyl)-1-(prop-2-yn-1-yl)-1H-pyrazole-5-carboxamide